C(C1=CC=CC=C1)NC1CCN(CC1)C(=O)N1CC(C2=NC(=CC=C21)C)(C)C (4-(benzylamino)piperidin-1-yl)(3,3,5-trimethyl-2,3-dihydro-1H-pyrrolo[3,2-b]pyridin-1-yl)methanone